CC(C(=O)NC1=C(C=C(C=C1)NC(C(C)(C)C)=O)NC(C(C)(C)C)=O)(C)C 1,2,4-tris(2,2-dimethylpropanamido)benzene